3-(3-((1-(2,6-dioxopiperidin-3-yl)-2,5-dioxo-2,5-dihydro-1H-pyrrol-3-yl)amino)phenyl)-N-(3-(trifluoromethyl)phenyl)propanamide O=C1NC(CCC1N1C(C(=CC1=O)NC=1C=C(C=CC1)CCC(=O)NC1=CC(=CC=C1)C(F)(F)F)=O)=O